O=C1NC(CCC1N1C(N(C2=C1C=CC=C2C#CCN2CCC(CC2)NC(OC(C)(C)C)=O)C)=O)=O tert-Butyl (1-(3-(1-(2,6-dioxopiperidin-3-yl)-3-methyl-2-oxo-2,3-dihydro-1H-benzo[d]imidazol-4-yl)prop-2-yn-1-yl)piperidin-4-yl)carbamate